N1(CCNCCC1)C1=CC=C(C=C1)NC1=NC=C(C(=N1)OC)C(=O)NC1=C(C=CC=C1Cl)Br 2-((4-(1,4-diazepan-1-yl)phenyl)amino)-N-(2-bromo-6-chlorophenyl)-4-methoxypyrimidine-5-carboxamide